CN(C(=O)C=1C=NN2C1CNCCC2)C N,N-dimethyl-5,6,7,8-tetrahydro-4H-pyrazolo[1,5-a][1,4]diazepine-3-carboxamide